1-(2,5-dichloro-phenyl)propane-1,3-diol ClC1=C(C=C(C=C1)Cl)C(CCO)O